3-methyl-1,4-dihydropyrazol-5-one CC1=NNC(C1)=O